2-azido-1,3-Dimethylimidazole hexafluorophosphate F[P-](F)(F)(F)(F)F.N(=[N+]=[N-])C1N(C=CN1C)C